1-(2,3-Dihydrobenzo[b][1,4]oxathiin-6-yl)-4-(2-fluorophenyl)butane-1,4-dione O1C2=C(SCC1)C=C(C=C2)C(CCC(=O)C2=C(C=CC=C2)F)=O